Cl.Cl.C12(CCC(CC1)(CC2)COCCCN)COCCCN 3,3'-((bicyclo[2.2.2]octane-1,4-diylbis(methylene))bis(oxy))bis(propan-1-amine) dihydrochloride